2-amino-N-((6-bromo-3-pyridazinyl)methyl)-3-methyl-N-((1R)-1-(2-pyrimidinyl)ethyl)-6-quinolinecarboxamide NC1=NC2=CC=C(C=C2C=C1C)C(=O)N([C@H](C)C1=NC=CC=N1)CC=1N=NC(=CC1)Br